1-(8Z,11Z,14Z-eicosatrienoyl)-2-(9Z,12Z-octadecadienoyl)-glycero-3-phospho-(1'-sn-glycerol) CCCCC/C=C\C/C=C\CCCCCCCC(=O)O[C@H](COC(=O)CCCCCC/C=C\C/C=C\C/C=C\CCCCC)COP(=O)(O)OC[C@H](CO)O